imidazo[1,2-b]pyridazine-3-carboxamide N=1C=C(N2N=CC=CC21)C(=O)N